ClC1=CC=2C3=C(C=NC2C=C1)N=C(N3[C@@H]3C[C@@H](OCC3)CO)C3CC(C3)(F)F (cis-4-(8-chloro-2-(3,3-difluorocyclobutyl)-1H-imidazo[4,5-c]quinolin-1-yl)tetrahydro-2H-pyran-2-yl)methanol